2-(1-(2-hydroxyethyl)piperidin-4-yl)benzo[d]thiazole-6-carboxamide OCCN1CCC(CC1)C=1SC2=C(N1)C=CC(=C2)C(=O)N